COC(=O)[C@]1(NCCC1)CC=C (R)-2-allyl-pyrrolidine-2-carboxylic acid methyl ester